(6S)-5-methyl-tetrahydrofolate CN1C=2C(NC(=NC2NC[C@@H]1CNC1=CC=C(C(N[C@@H](CCC(=O)[O-])C(=O)O)=O)C=C1)N)=O